C(C)(C)(C)OCC(=O)O 2-t-butyloxyacetic acid